C(C)N(CC)CSC=1[C-](C=CC1)NC(C1=CC=C(C=C1)C=C)=O.[CH-]1C=CC=C1.[Fe+2] N-(2-(diethylaminomethylthio)ferrocenyl)-4-vinylbenzamide